3-((R)-3-methylmorpholino)-1-(1-(methylsulfonyl)propyl)-5-(1H-pyrrolo[2,3-b]pyridin-4-yl)pyrazin-2(1H)-one C[C@@H]1COCCN1C=1C(N(C=C(N1)C1=C2C(=NC=C1)NC=C2)C(CC)S(=O)(=O)C)=O